N1=C(C=CC=C1)ONCCNOC1=NC=CC=C1 N,N'-dipyridoxyethylenediamine